[Br-].C(C)O[Si](CCCCCCCCOC1=C(C=C(C=C1)O)[P+](C1=CC=CC=C1)(C1=CC=CC=C1)C1=CC=CC=C1)(C)C (2-[8-(ethoxydimethylsilyl)octoxy]-5-hydroxyphenyl)triphenylphosphonium bromide